4-[(7-[[2-fluoro-4-(pyrazol-1-yl)phenyl]amino]-1,6-naphthyridin-2-yl)(hydroxy)methyl]piperidin-4-ol FC1=C(C=CC(=C1)N1N=CC=C1)NC1=NC=C2C=CC(=NC2=C1)C(C1(CCNCC1)O)O